4-phenyl-3,4-dihydro-1H-chromen C1(=CC=CC=C1)C1CCOC2=CC=CC=C12